CC1(OC2=C(O1)C=CC(=C2)CCN2N=NC(=C2)C(=C)C)C 1-(2-(2,2-Dimethylbenzo[d][1,3]dioxol-5-yl)ethyl)-4-(prop-1-en-2-yl)-1H-1,2,3-triazole